2-bromo-9,9-dioctylfluorene BrC1=CC=2C(C3=CC=CC=C3C2C=C1)(CCCCCCCC)CCCCCCCC